NC1=C(C=C2C(=N1)C=C(N2)C(=O)N(CC2=NC=C(C=C2)C(F)(F)F)[C@H]2C=1N=CC=NC1CCC2)C (R)-5-amino-6-methyl-N-(5,6,7,8-tetrahydroquinoxalin-5-yl)-N-((5-(trifluoromethyl)pyridin-2-yl)methyl)-1H-pyrrolo[3,2-b]pyridine-2-carboxamide